[C@H]12N(C[C@H](CC1)C2)CC(=O)NC=2C=C(C(=NC2)C)NC(=O)C=2C=NN1C2C=NC(=C1)C=1C=NN(C1)CCOC N-(5-(2-((1S,4R)-2-azabicyclo[2.2.1]heptan-2-yl)acetamido)-2-methylpyridin-3-yl)-6-(1-(2-methoxyethyl)-1H-pyrazol-4-yl)pyrazolo[1,5-a]pyrazine-3-carboxamide